2-({3-[(2S)-4-[2-(azetidin-1-yl)acetyl]-2-methylpiperazin-1-yl]-2-chloro-5-cyanophenyl}amino)-4-(cyclopropylamino)pyrazolo[1,5-a][1,3,5]triazine-8-carbonitrile N1(CCC1)CC(=O)N1C[C@@H](N(CC1)C=1C(=C(C=C(C1)C#N)NC1=NC=2N(C(=N1)NC1CC1)N=CC2C#N)Cl)C